3-isopropyl-3'-bromo-2,2'-bipyridine C(C)(C)C=1C(=NC=CC1)C1=NC=CC=C1Br